(R)-3-(((R)-tert-butylsulfinyl)amino)-6-fluoro-3H-spiro[benzofuran-2,4'-piperidine] C(C)(C)(C)[S@@](=O)N[C@@H]1C2=C(OC13CCNCC3)C=C(C=C2)F